C(C)C1=NN=C(S1)N(CC1=CC(=CC=C1)OC)CC1=CC(=CC=C1)OC 5-ethyl-N,N-bis(3-methoxybenzyl)-1,3,4-thiadiazol-2-amine